OCC(C)(C(C)O)CO 2,2-bis(hydroxymethyl)-3-butanol